N,N'-dibenzyl-1,2-propanediamine CC(CNCC1=CC=CC=C1)NCC2=CC=CC=C2